3-((3-bromophenyl)(3,3-difluorocyclobutyl)methyl)-4-methyl-4H-1,2,4-triazole BrC=1C=C(C=CC1)C(C1=NN=CN1C)C1CC(C1)(F)F